[N]=O.[U] uranium nitrogen oxide